4-chloro-5-fluoro-6-(2-tetrahydropyran-2-yloxyethoxy)pyridine-3-carbaldehyde ClC1=C(C=NC(=C1F)OCCOC1OCCCC1)C=O